N-((1s,3s)-3-((4-methoxy-5-(quinoxalin-6-yl)pyrrolo[2,1-f][1,2,4]triazin-2-yl)amino)-1-methylcyclobutyl)acetamide COC1=NC(=NN2C1=C(C=C2)C=2C=C1N=CC=NC1=CC2)NC2CC(C2)(C)NC(C)=O